COC1=CC(=C2C=CC(=NC2=C1)C(F)(F)F)C1(CC1)NC(C1=C(C=CC(=C1)OCC1N(CC1)C)C)=O N-(1-(7-methoxy-2-(trifluoromethyl)quinolin-5-yl)cyclopropyl)-2-methyl-5-((1-methylazetidin-2-yl)methoxy)benzamide